[Cl-].C1C(CC2=CC=CC=C12)[NH3+] 2,3-dihydro-1H-inden-2-aminium chloride